5-AMINO-2-(4-METHYLPIPERAZIN-1-YL)NICOTINONITRILE NC=1C=NC(=C(C#N)C1)N1CCN(CC1)C